C(=O)C1=CN(C2=CC=CC=C12)CC(=O)N (3-formyl-1H-indol-1-yl)acetamide